C1(=CC=CC=C1O)C.[Ti+4] titanium (IV) cresol